CC1=C(C2=CC3=NC(=CC4=NC(=CC5=C(C(=C(N5)C=C1N2)C=C)C)C(=C4CCC(=O)O)C)C(=C3C)CCC(=O)OC)C=C The molecule is a dicarboxylic acid monoester that is the monomethyl ester of protoporphyrin. It is a dicarboxylic acid monoester and a member of protoporphyrins. It derives from a protoporphyrin.